N,N-Dipropyl-Propargylamine PropaneSulfonate C(CC)S(=O)(=O)O.C(CC)N(CCC)CC#C